(6-hydroxy-2-(4-hydroxyphenyl)benzo[b]thiophen-3-yl)(4-((1-propylpiperidin-4-yl)oxy)phenyl)methanone OC=1C=CC2=C(SC(=C2C(=O)C2=CC=C(C=C2)OC2CCN(CC2)CCC)C2=CC=C(C=C2)O)C1